FC1=C(CN2C(C3=CC=CC=C3C2=O)=O)C=CC(=C1)[N+](=O)[O-] 2-(2-fluoro-4-nitrobenzyl)isoindoline-1,3-dione